2-bromo-5-(trifluorometh-yl)pyrazine BrC1=NC=C(N=C1)C(F)(F)F